BrC=1N=C(C=2N(C1)C=C(N2)C(F)(F)F)C2=CC=C(C=C2)C(F)(F)F 6-Bromo-2-(trifluoromethyl)-8-(4-(trifluoromethyl)phenyl)imidazo[1,2-a]pyrazine